2-hydroxyl-5-{[4-O-(β-D-galactopyranosyl)-D-fructofuranosyl]amino}benzoic acid OC1=C(C(=O)O)C=C(C=C1)NC1(CO)[C@@H](O)[C@H](O[C@H]2[C@H](O)[C@@H](O)[C@@H](O)[C@H](O2)CO)[C@H](O1)CO